COC1=C(C(=O)C2=CN=CC3=CC=C(C(=C23)N2CN=CC3=C2C(=CS3)C(=O)N)C)C=CC=C1 1-(4-(methoxybenzoyl)-6-methylisoquinolin-5-yl)thieno[3,2-d]pyrimidine-7-Formamide